CC(C)(C)[S@@](=O)N[C@H](C)C1=NC=C(C=C1)C(F)(F)F (R)-2-methyl-N-((R)-1-(5-(trifluoromethyl)pyridin-2-yl)ethyl)propane-2-sulfinamide